tert-Butyl 4-(2-fluoro-4-nitro-6-(1H-pyrazol-4-yl)phenyl)piperazine-1-carboxylate FC1=C(C(=CC(=C1)[N+](=O)[O-])C=1C=NNC1)N1CCN(CC1)C(=O)OC(C)(C)C